OC1CC(CCC1)C#N 3-hydroxycyclohexane-1-carbonitrile